[O-2].[Nb+5].[Te+2].[Mo+4] molybdenum-tellurium-niobium oxide